FC1=C(CCC2=NNC(=C2)NC(=O)C2=NC=CC=N2)C=C(C=C1)NC1=CC=CC=C1CC(C)C N-(3-(2-fluoro-5-(6-isobutylanilino)phenethyl)-1H-pyrazol-5-yl)pyrimidine-2-carboxamide